N1(CCCCC1)NCCC1=CNC2=CC=CC=C12 Azacyclohexyltryptamine